4-acryloyl-1-(6-chloro-8-fluoro-7-(2-fluoro-6-hydroxy-phenyl)quinazolin-4-yl)piperazin-2-one C(C=C)(=O)N1CC(N(CC1)C1=NC=NC2=C(C(=C(C=C12)Cl)C1=C(C=CC=C1O)F)F)=O